C(=S)=CC(C(=O)[O-])=CCCN thio-carbonyl-aminoethyl-methacrylate